ClC1=C(C=CC2=C1C(=NC(C=1N2C=C(N1)C(=O)OCC)C)C1=NC=CC=C1F)C(F)(F)F ethyl 7-chloro-6-(3-fluoro-2-pyridyl)-4-methyl-8-(trifluoromethyl)-4H-imidazo[1,2-a][1,4]benzodiazepine-2-carboxylate